NC=1C=CC(=NC1)NC(C1=CC(=CC=C1)C(F)(F)F)=O N-(5-aminopyridin-2-yl)-3-(trifluoromethyl)benzamide